2-(2-fluoro-5-methoxy-4-methylbenzene-1-carbonyl)-8,8-dimethyl-7-oxo-2-azaspiro[3.5]non-5-ene-6-carbonitrile FC1=C(C=C(C(=C1)C)OC)C(=O)N1CC2(C1)C=C(C(C(C2)(C)C)=O)C#N